BrC1=C(NC(C2=CC=CC=C12)=O)C1=CC=CC=C1 4-bromo-3-phenylisoquinolin-1(2H)-one